(3-bromo-5-(methylsulfonylamino)phenyl)-1-(pyridin-2-yl)-1H-pyrazole-4-carboxamide BrC=1C=C(C=C(C1)NS(=O)(=O)C)C1=NN(C=C1C(=O)N)C1=NC=CC=C1